2-[[4-(4-pyridinyl)piperazin-1-yl]methyl]-1H-indole-5-carbonitrile N1=CC=C(C=C1)N1CCN(CC1)CC=1NC2=CC=C(C=C2C1)C#N